4-(3-aminocyclobutylamino)-6-(5-cyanopyrazin-2-ylamino)-N-methylpyridazine-3-carboxamide NC1CC(C1)NC1=C(N=NC(=C1)NC1=NC=C(N=C1)C#N)C(=O)NC